C(C)(C)(C)C1=NOC(=N1)C(=O)NC1CCCCC2=C1C=CC(=C2)C2=CC(=NC=C2)NC(=O)C2C(C2)C#N 3-(tert-butyl)-N-(2-(2-(2-cyanocyclopropane-1-carboxamido)pyridin-4-yl)-6,7,8,9-tetrahydro-5H-benzo[7]annulen-5-yl)-1,2,4-oxadiazole-5-carboxamide